COC1=C(C=CC=C1)C=1N=NC(=C2C1SC=C2)NC2C[C@@H]1[C@@H](CN(C1)CC1CCOCC1)C2 7-(2-methoxyphenyl)-N-((3aR,5s,6aS)-2-((tetrahydro-2H-pyran-4-yl)methyl)octahydrocyclopenta[c]pyrrol-5-yl)thieno[2,3-d]pyridazin-4-amine